thioglucose sodium salt [Na].S=C[C@H](O)[C@@H](O)[C@H](O)[C@H](O)CO